3-fluoro-4-(hexahydropyrrolo[1,2-a]pyrazin-2(1H)-yl)aniline FC=1C=C(N)C=CC1N1CC2N(CC1)CCC2